(E)-(4-(2-(5-cyclopropyl-3-(3,5-dichloropyridin-4-yl)isoxazol-4-yl)vinyl)-2-oxabicyclo[2.2.2]oct-1-yl)methanol C1(CC1)C1=C(C(=NO1)C1=C(C=NC=C1Cl)Cl)/C=C/C12COC(CC1)(CC2)CO